N-((1S)-2-((1-(1-(6-bromoimidazo[1,2-a]pyridin-3-yl)-2-cyclopropylethyl)-1H-pyrazol-4-yl)amino)-1-((trans)-4-methylcyclohexyl)-2-carbonylethyl)-4-ethyl-1,2,5-oxadiazole-3-carboxamide BrC=1C=CC=2N(C1)C(=CN2)C(CC2CC2)N2N=CC(=C2)NC([C@H]([C@@H]2CC[C@H](CC2)C)NC(=O)C2=NON=C2CC)=C=O